2-methyl-7-((2-((4-(((3-(piperidin-3-yl)phenyl)amino)methyl)phenyl)amino)-5-(trifluoromethyl)pyrimidin-4-yl)amino)isoindolin-1-one CN1C(C2=C(C=CC=C2C1)NC1=NC(=NC=C1C(F)(F)F)NC1=CC=C(C=C1)CNC1=CC(=CC=C1)C1CNCCC1)=O